lanthanum(III) iso-propoxide CC([O-])C.[La+3].CC([O-])C.CC([O-])C